CC1=C2C(=C(C(=C(C2=CC2=CC=CC=C12)[Si]1(O[SiH2]O[Si](O1)(C1=CC=CC2=CC3=CC=CC=C3C=C12)C1=CC=CC2=CC3=CC=CC=C3C=C12)C1=CC=CC2=CC3=CC=CC=C3C=C12)C)C)C tetramethyl-tetraanthracenyl-cyclotrisiloxane